CC1=C(C=NC=C1)C#CC1=CN=CC=2[C@H]3N(C[C@@H](OC21)C3)C(=O)C32CCC(CC3)(C2)C(F)(F)F ((2S,5S)-9-((4-methylpyridin-3-yl)ethynyl)-2,3-dihydro-2,5-methanopyrido[3,4-f][1,4]oxazepin-4(5H)-yl)(4-(trifluoromethyl)bicyclo[2.2.1]heptan-1-yl)methanone